CC=1C=C(N=NC1)C(=O)NCC1=CN=CS1 5-methyl-N-(thiazol-5-ylmethyl)pyridazine-3-carboxamide